N,N-bis(octadecyl)hydroxylamine C(CCCCCCCCCCCCCCCCC)N(O)CCCCCCCCCCCCCCCCCC